racemic-1-[5-(ethylsulfonimidoyl)-6-[3-methyl-6-(trifluoromethyl)imidazo[4,5-c]pyridin-2-yl]-3-pyridyl]cyclopropanecarbonitrile C(C)[S@](=O)(=N)C=1C=C(C=NC1C1=NC2=C(C=NC(=C2)C(F)(F)F)N1C)C1(CC1)C#N |r|